C1(CC1)S(=O)(=O)NC1=NC=CC(=N1)C(C(=O)NC1=CC=C(C=C1)C1=NC(=CN=C1)OC1CC1)(C)C 2-(2-(cyclopropanesulfonamido)pyrimidin-4-yl)-N-(4-(6-cyclopropoxypyrazin-2-yl)phenyl)-2-methylpropanamide